CS(=O)(=O)C1=CC=C(C=C1)NC=1N=CC=2C(N1)=NN(C2)C2=CC=C(C#N)C=C2 4-(6-((4-(methylsulfonyl)phenyl)amino)-2H-pyrazolo[3,4-d]pyrimidin-2-yl)benzonitrile